1-[4-[4-(2,2-difluoro-7-oxo-5H-[1,3]dioxolo[4,5-f]isoindol-6-yl)-5-ethylsulfonyl-1-methyl-imidazol-2-yl]phenyl]cyclopropanecarbonitrile FC1(OC=2C(=CC=3C(N(CC3C2)C=2N=C(N(C2S(=O)(=O)CC)C)C2=CC=C(C=C2)C2(CC2)C#N)=O)O1)F